NC=1C2=C(N=CN1)N(C=C2C2=CC=C(C=C2)NC(=O)NC2=C(C=CC(=C2)C(C(F)(F)F)(F)F)F)C(C)C 1-(4-(4-Amino-7-isopropyl-7H-pyrrolo[2,3-d]pyrimidin-5-yl)phenyl)-3-(2-fluoro-5-(perfluoroethyl)phenyl)urea